CCCCCCCCCCCCCCCCCC=C The molecule is an unbranched nineteen-carbon alkene with one double bond between C-1 and C-2. It has a role as a plant metabolite and a bacterial metabolite.